Tert-butyl ((1S)-2-((4-(2-((tert-butyldiphenylsilyl)oxy)-1-((S)-2-oxo-4-(trifluoromethyl)imidazolidin-1-yl)ethyl)pyridin-2-yl)amino)-1-((1r,4S)-4-methylcyclohexyl)-2-oxoethyl)carbamate [Si](C1=CC=CC=C1)(C1=CC=CC=C1)(C(C)(C)C)OCC(N1C(N[C@@H](C1)C(F)(F)F)=O)C1=CC(=NC=C1)NC([C@H](C1CCC(CC1)C)NC(OC(C)(C)C)=O)=O